O=S1(CCC(CC1)NC1=C2C=C(N(C2=CC=C1)CC(F)(F)F)C#CCNC1=CC=C(C(=O)N)C=C1)=O 4-[(3-{4-[(1,1-dioxo-1λ6-thian-4-yl)amino]-1-(2,2,2-trifluoroethyl)-1H-indol-2-yl}prop-2-yn-1-yl)amino]-benzamide